C(C=C)C=1C=CC(=C(C1)C=1C(=CC=C(C1)CC=C)O)OCC=C(C)C 5,5'-Diallyl-2-(3-methyl-2-butenyloxy)biphenyl-2'-ol